C(C(=C)CC(=O)OCCCS(=O)(=O)O)(=O)OCCCS(=O)(=O)O di(3-sulfopropyl) itaconate